6-(2-((S)-2-methylazetidin-1-yl)-6,7-dihydro-5H-cyclopenta[d]pyrimidin-4-yl)-1-(trifluoromethyl)-1,2,3,4-tetrahydroisoquinoline C[C@@H]1N(CC1)C=1N=C(C2=C(N1)CCC2)C=2C=C1CCNC(C1=CC2)C(F)(F)F